ClC1=CC=C(OC2=CC=C(C(=N2)C(F)(F)F)C(CN2N=CN=C2)(C)O)C=C1 2-[6-(4-chlorophenoxy)-2-(trifluoromethyl)pyridin-3-yl]-1-(1H-1,2,4-triazol-1-yl)propan-2-ol